7-chloro-1-(isopropylamino)-2,6-naphthyridine-3-carbaldehyde ClC1=NC=C2C=C(N=C(C2=C1)NC(C)C)C=O